tert-Butyl N-[(3S,4R)-1-[7-(4-chloro-2-methyl-2H-indazol-5-yl)-5-{[2-(trimethylsilyl) ethoxy]methyl}-5H-pyrrolo[2,3-b]pyrazin-3-yl]-3-fluoropiperidin-4-yl]carbamate ClC=1C2=CN(N=C2C=CC1C1=CN(C2=NC(=CN=C21)N2C[C@@H]([C@@H](CC2)NC(OC(C)(C)C)=O)F)COCC[Si](C)(C)C)C